COC=1C=C(C=C2C=NC(=NC12)NCCN(C(OC(C)(C)C)=O)C)B1OC(C(O1)(C)C)(C)C tert-butyl N-(2-{[8-methoxy-6-(4,4,5,5-tetramethyl-1,3,2-dioxaborolan-2-yl)quinazolin-2-yl]amino}ethyl)-N-methylcarbamate